2-ethynyl-N-(4-(thiazolo[4,5-C]pyridin-7-yl)phenethyl)thiazole-4-carboxamide C(#C)C=1SC=C(N1)C(=O)NCCC1=CC=C(C=C1)C=1C2=C(C=NC1)N=CS2